O=C([C@H](O)C[C@H](O)CO)[O-] 3-deoxy-D-xylonate